C1(=CC=CC=C1)CCN.[I] iodine phenylethylamine salt